NC1=NC(=C2N=CN(C2=N1)[C@H]1C=C[C@H](C1)COP(=O)(OC1=CC=C(C=C1)Br)N1[C@@H](CCC1)C(=O)OC)OC Methyl ((((1S,4R)-4-(2-amino-6-methoxy-9H-purin-9-yl)cyclopent-2-en-1-yl)methoxy)(4-bromophenoxy)phosphoryl)-L-prolinate